Cl.FC=1C=C(C=C(C1)F)NN 3,5-difluorophenylhydrazine hydrochloride